ClC1=C(C=C(C=C1)C(F)(F)F)NC(=O)NC1CC2(CN(C2)C(=O)C2=C3N(N=C2)C=CN3C)C1 1-(2-chloro-5-(trifluoromethyl)phenyl)-3-(2-(1-methyl-1H-imidazo[1,2-b]pyrazole-7-carbonyl)-2-azaspiro[3.3]heptan-6-yl)urea